O=C(C(O)O)CCCCC oxoheptanediol